O[C@H]1[C@@H](O[C@@H]([C@H]1O)COP(=O)([O-])[O-])[N+]1=CC(=CC=C1)C(=O)[O-].[K+].[K+] potassium 1-((2R,3R,4S,5R)-3,4-dihydroxy-5-((phosphonatooxy)methyl)-tetrahydrofuran-2-yl)pyridine-1-ium-3-carboxylate